SCCC(=O)OCCCCCCCC octyl β-mercaptopropionate